(13-chlorotridecyl)trimethoxysilane ClCCCCCCCCCCCCC[Si](OC)(OC)OC